Cl.C(CCC)OC(=O)[C@@H]1[C@H]([C@H]([C@@H](C1)NC(=N)N)[C@H](C(CC)CC)NC(C)=O)O (1S,2S,3R,4R)-3-[(1S)-1-(acetylamino)-2-ethylbutyl]-4-guanidino-2-hydroxycyclopentanecarboxylic acid butyl ester hydrochloride